(E)-1-methyl-1'-(2-(piperidin-1-yl)ethyl)-[3,3'-biindolinylidene]-2,2'-dione hydrochloride Cl.CN1C(/C(/C2=CC=CC=C12)=C\1/C(N(C2=CC=CC=C12)CCN1CCCCC1)=O)=O